tert-butyl 4-(6-bromo-3-chloro-2-quinolyl)piperazine-1-carboxylate BrC=1C=C2C=C(C(=NC2=CC1)N1CCN(CC1)C(=O)OC(C)(C)C)Cl